N-[6-imidazol-1-yl-2-(methylamino)-3-pyridyl]-5-methyl-3-phenyl-isoxazole-4-carboxamide N1(C=NC=C1)C1=CC=C(C(=N1)NC)NC(=O)C=1C(=NOC1C)C1=CC=CC=C1